N-(2-Chloro-6-((2-chlorothiophen-3-yl)oxy)pyridin-4-yl)-5-(2-(methylsulfonyl)propan-2-yl)benzo[b]thiophen-2-carboxamid ClC1=NC(=CC(=C1)NC(=O)C1=CC2=C(S1)C=CC(=C2)C(C)(C)S(=O)(=O)C)OC2=C(SC=C2)Cl